tert-butyl 3-(5-(3-((5-cyano-4-(4-fluorophenyl)thiazol-2-yl)(methyl)amino)-2-ethyl imidazo[1,2-a]pyridin-6-yl)pyrimidine-2-carboxamido)azetidine-1-carboxylate C(#N)C1=C(N=C(S1)N(C1=C(N=C2N1C=C(C=C2)C=2C=NC(=NC2)C(=O)NC2CN(C2)C(=O)OC(C)(C)C)CC)C)C2=CC=C(C=C2)F